N-(4-(6-chloropyrazin-2-yl)phenyl)-2-(2-(cyclopropanesulfonamido)thiazol-4-yl)-2-ethylbutanamide ClC1=CN=CC(=N1)C1=CC=C(C=C1)NC(C(CC)(CC)C=1N=C(SC1)NS(=O)(=O)C1CC1)=O